ClC=1C=C(C=C(C1F)F)[C@@H]1N(C[C@H](CC1)C)C(C(=O)NC=1C=C(C=NC1)C(=O)N)=O 5-[[2-[(2R,5S)-2-(3-Chloro-4,5-difluoro-phenyl)-5-methyl-1-piperidyl]-2-oxo-acetyl]amino]pyridine-3-carboxamide